2-(6-methylpyridin-2-yl)-3,4,5,6-tetrakis(5H-pyrido[4,3-b]indol-5-yl)benzonitrile CC1=CC=CC(=N1)C1=C(C#N)C(=C(C(=C1N1C2=C(C=3C=CC=CC13)C=NC=C2)N2C1=C(C=3C=CC=CC23)C=NC=C1)N1C2=C(C=3C=CC=CC13)C=NC=C2)N2C1=C(C=3C=CC=CC23)C=NC=C1